1,3-dichloro-2-fluoro-benzene ClC1=C(C(=CC=C1)Cl)F